COC1(CC=C(C2=C(C=CC(=C12)OC)OC)OC)C=O 1,4,5,8-tetramethoxynaphthaleneformaldehyde